tert-Butyl 4-(3'-((2-(dimethylamino)-2-oxoethoxy)carbonyl)-5'-(4-(4-(trifluoromethyl)phenyl)-1H-1,2,3-triazol-1-yl)-[1,1'-biphenyl]-4-yl)piperidine-1-carboxylate CN(C(COC(=O)C=1C=C(C=C(C1)N1N=NC(=C1)C1=CC=C(C=C1)C(F)(F)F)C1=CC=C(C=C1)C1CCN(CC1)C(=O)OC(C)(C)C)=O)C